C(C)(C)(C)OC1=NC=CN=C1Cl 2-(t-butoxy)-3-chloropyrazine